3-(4-tert-butylphenyl)-9H-carbazole C(C)(C)(C)C1=CC=C(C=C1)C=1C=CC=2NC3=CC=CC=C3C2C1